C12(CC3CC(CC(C1)C3)C2)CC(=O)NC=2C=CC3=C(N(N=C3C2)CC2=C(C=CC=C2)OC)N(C(OC(C)(C)C)=O)C(=O)OC(C)(C)C tert-Butyl N-[6-[[2-(1-adamantyl)acetyl]amino]-2-[(2-methoxyphenyl)methyl]indazol-3-yl]-N-tert-butoxycarbonyl-carbamate